C1(CC1)C=1C=C(C=2N(C1)C=CN2)N2C(N(C(C2)=O)C)=O 6-cyclopropyl-8-(3-methyl-2,4-dioxoimidazolidin-1-yl)imidazo[1,2-a]pyridin